C(C)(=O)OC=1C(=NC=CC1OC)C(=O)N[C@@H](C)C(=O)O[C@H](C(C1=CC=C(C=C1)F)C1=CC=C(C=C1)F)C (S)-1,1-bis(4-fluorophenyl)propan-2-yl (3-acetoxy-4-methoxypicolinoyl)-L-alaninate